1-[4-({(1R)-1-[3-(difluoromethyl)-2-fluorophenyl]ethyl}amino)-2-methylpyrido[3,4-d]pyrimidin-6-yl]-1lambda5-phospholan-1-one FC(C=1C(=C(C=CC1)[C@@H](C)NC=1C2=C(N=C(N1)C)C=NC(=C2)P2(CCCC2)=O)F)F